NC1=C2N=CN(C2=NC(=N1)F)[C@H]1[C@@H]([C@@H]([C@H](O1)CC(C(=O)O)CC(NC1=CC=CC=C1)=O)O)O ((2R,3S,4R,5R)-5-(6-amino-2-fluoro-9H-purin-9-yl)-3,4-dihydroxytetrahydrofuran-2-yl)methyl-4-oxo-4-(phenylamino)butanoic acid